(4-propyl-piperazine-1-yl)-1H,3'H-2,5'-bibenzimidazole C(CC)N1CCN(CC1)N1C(=NC2=C1C=CC=C2)C2=CC1=C(N=CN1)C=C2